COC(=O)C1=CC(=NC=C1CBr)Cl 5-(bromomethyl)-2-chloropyridine-4-carboxylic acid methyl ester